BrCC1=NC(=CC=C1)C1CCOCC1 2-(Bromomethyl)-6-(tetrahydro-2H-pyran-4-yl)pyridine